CC(=CC(=O)OC(CN1C(=CC(C=C1C)=C=O)C)C1=CC(=C(C=C1)OC)OCC1CC1)C (1-(3-cyclopropylmethoxy-4-methoxyphenyl)-2-(2,6-dimethyl-4-carbonylpyridin-1(4H)-yl) ethyl) 3-methylcrotonate